C(C)OC(=O)C1=CC=CC=2NC=NC21 1H-benzimidazole-4-carboxylic acid ethyl ester